3-(N-(5-cyano-2-(4-cyanopiperidin-1-yl)phenyl)sulfamoyl)-4-cyclopropylbenzoic acid methyl ester COC(C1=CC(=C(C=C1)C1CC1)S(NC1=C(C=CC(=C1)C#N)N1CCC(CC1)C#N)(=O)=O)=O